COC([C@@H](CI)C)=O.FC=1C=C(CN2C(CCC[C@@H]2COC)=O)C=CC1F (R)-1-(3,4-difluorobenzyl)-6-(methoxymethyl)piperidin-2-one methyl-(2S)-3-iodo-2-methyl-propanoate